(S)-2-amino-3-[(2-nitrobenzyl)amino]propionic acid N[C@H](C(=O)O)CNCC1=C(C=CC=C1)[N+](=O)[O-]